ClC1=C(C=C(NC)C=C1)C1CC1 4-chloro-3-cyclopropyl-N-methylaniline